Cl.Cl.COC(C(COC)=N)=N 1,3-dimethoxypropanediimine dihydrochloride